2-bromo-N-(5-(((tert-butyldimethylsilyl)oxy)methyl)-6-fluoro-2-methyl-1H-indol-7-yl)propanamide BrC(C(=O)NC=1C(=C(C=C2C=C(NC12)C)CO[Si](C)(C)C(C)(C)C)F)C